tert-butyl 4-(3-chloro-5-fluoro-6-methylpyridin-2-yl)-3-cyclopropyl-1H-pyrazole-1-carboxylate ClC=1C(=NC(=C(C1)F)C)C=1C(=NN(C1)C(=O)OC(C)(C)C)C1CC1